[C].[C].[C].ClC=1C(=NC(=NC1)NC1CCOCC1)C1=CC=C2CN(C(C2=C1)=O)CC(=O)N[C@H]1[C@@H](C1)C 2-(6-{5-chloro-2-[(oxacyclohex-4-yl)amino]pyrimidin-4-yl}-1-oxo-2,3-dihydro-1H-isoindol-2-yl)-N-[(1R,2R)-2-methylcyclopropyl]acetamide tricarbon